(1-(benzyloxy)cyclopropyl)methanesulfonyl chloride C(C1=CC=CC=C1)OC1(CC1)CS(=O)(=O)Cl